C(C)(C)(C)OC(N(C[C@@H]1C[C@@H](C1)N1N=C(C(=C1)C1=NC(=CC=C1)N1CCN(CC1)C)C1CC1)C(=O)OC(C)(C)C)=O cis-N-tert-butoxycarbonyl-N-[[3-[3-cyclopropyl-4-[6-(4-methylpiperazin-1-yl)-2-pyridinyl]pyrazol-1-yl]cyclobutyl]methyl]carbamic acid tert-butyl ester